(3-(trifluoromethyl)bicyclo[1.1.1]pentan-1-yl)zinc(II) chloride [Cl-].FC(C12CC(C1)(C2)[Zn+])(F)F